CN1C(CN(CC1)CC1=CC=C(C=C1)NC(OCC1=CC=C(C=C1)Cl)=O)=O 4-chlorobenzyl (4-((4-methyl-3-oxopiperazin-1-yl)methyl)phenyl)carbamate